acryloyloxyethyl-N,N-diethylammonium C(C=C)(=O)OCC[NH+](CC)CC